N-((1S,3R)-3-((((1s,4S)-4-(2-(benzyloxy)phenyl)cyclohexyl)oxy)methyl)-3-(5-(chloromethyl)-1,2,4-oxadiazol-3-yl)cyclopentyl)methanesulfonamide C(C1=CC=CC=C1)OC1=C(C=CC=C1)C1CCC(CC1)OC[C@]1(C[C@H](CC1)NS(=O)(=O)C)C1=NOC(=N1)CCl